P(=S)([O-])([O-])[O-] [Rp,Sp]-thiophosphate